(1R)-1-(4-pyridyl)ethanol di-octyl-Sebacate C(CCCCCCC)C(C(=O)O)(CCCCCCCC(=O)O)CCCCCCCC.N1=CC=C(C=C1)[C@@H](C)O